S1C2=C(C(=C1)C1C(=C(NC(=C1C(=O)OC)C1CC1)C1CC1)C(=O)OC)C=CC=C2 Dimethyl 4-(benzo[b]thiophen-3-yl)-2,6-dicyclopropyl-1,4-dihydropyridin-3,5-dicarboxylat